3-((1-(methyl-d3)pyrrolidin-2-yl)methyl-d2)-1H-indole C(N1C(CCC1)C(C1=CNC2=CC=CC=C12)([2H])[2H])([2H])([2H])[2H]